BrCC=1C(=NC(=CC1)F)F (bromomethyl)-2,6-difluoro-pyridine